C(CO)(=O)OC r-methyl glycolate